CN1C(=NC=C1)C1=NN2C(C(=N1)O)=C(C(=C2)C=2C=NC=CC2)C2=NC=CC=C2 (1-methyl-1H-imidazol-2-yl)-5-(pyridin-2-yl)-6-(pyridin-3-yl)pyrrolo[2,1-f][1,2,4]triazin-4-ol